8-(chloromethyl)-10-fluoropyrrolo[1,2-c]quinazolin-5(6H)-one ClCC=1C=C(C=2C=3N(C(NC2C1)=O)C=CC3)F